OC=1C=C(OCC(=O)N2CCN(CC2)C(=O)OC(C)(C)C)C=CC1 tert-butyl 4-[2-(3-hydroxyphenoxy)acetyl]piperazine-1-carboxylate